FC(C(=O)NC(C(=O)O)CCN(CCCCC1=NC=2NCCCC2C=C1)CCOC)(C(C)(C)O)F 2-[(2,2-difluoro-3-hydroxy-3-methyl-butanoyl)amino]-4-[2-methoxyethyl-[4-(5,6,7,8-tetrahydro-1,8-naphthyridin-2-yl)butyl]amino]butanoic acid